3-(2-((R)-3-(4-Benzylpiperazin-1-yl)-2-hydroxypropoxy)-7-chloro-8-fluoropyrido[4,3-d]pyrimidin-4-yl)-3,8-diazabicyclo[3.2.1]octane-8-carboxylic acid tert-butyl ester C(C)(C)(C)OC(=O)N1C2CN(CC1CC2)C=2C1=C(N=C(N2)OC[C@@H](CN2CCN(CC2)CC2=CC=CC=C2)O)C(=C(N=C1)Cl)F